(R)-4-tert-butyl-N-(1-(7-cyano-2-(pyridin-3-yl)-1H-indol-4-yl)piperidin-3-yl)benzamide C(C)(C)(C)C1=CC=C(C(=O)N[C@H]2CN(CCC2)C2=C3C=C(NC3=C(C=C2)C#N)C=2C=NC=CC2)C=C1